2-(3-bromophenyloxy)-9-(pyridin-2-yl)-9H-carbazole BrC=1C=C(C=CC1)OC1=CC=2N(C3=CC=CC=C3C2C=C1)C1=NC=CC=C1